naphthalene-1,3,6-trisulfonyl chloride C1(=CC(=CC2=CC(=CC=C12)S(=O)(=O)Cl)S(=O)(=O)Cl)S(=O)(=O)Cl